C(C)[C@H]1N(C[C@@H](N(C1)C=1C2=C(N(C(N1)=O)C)C=CC(=N2)C#N)C)C(CC)C2=CC=C(C=C2)OCCC(F)(F)F 4-((2S,5R)-5-Ethyl-2-methyl-4-(1-(4-(3,3,3-trifluoropropoxy)phenyl)propyl)piperazin-1-yl)-1-methyl-2-oxo-1,2-dihydropyrido[3,2-d]pyrimidine-6-carbonitrile